3-[((benzylthio)carbonothioyl)thio]propanoic acid C(C1=CC=CC=C1)SC(=S)SCCC(=O)O